Decafluoropentan FCC(C(C(C(F)(F)F)(F)F)(F)F)(F)F